NC1=C(C=C(C=C1)S(=O)(=O)Cl)[N+](=O)[O-] 4-amino-3-nitrobenzenesulfonyl chloride